(S)-1-cyclobutyl-ethylamine C1(CCC1)[C@H](C)N